CC1=C(C=NN1)C(=O)NC1=CN=NC=C1 5-meth-yl-N-pyridazin-4-yl-pyrazole-4-carboxamide